2-[(4-{5-[(4-chloro-2-fluorophenyl)methoxy]-1H-pyrazol-1-yl}piperidin-1-yl)methyl]-1-{[(2S)-oxetan-2-yl]methyl}-1H-benzimidazole-6-carboxylic acid, ammonium salt [NH4+].ClC1=CC(=C(C=C1)COC1=CC=NN1C1CCN(CC1)CC1=NC2=C(N1C[C@H]1OCC1)C=C(C=C2)C(=O)[O-])F